C(#N)CC1=NNC=C1C(=O)O 3-(cyanomethyl)-1H-pyrazole-4-carboxylic acid